C1(=CC=CC=C1)SC=1C=CC2=C(NC=N2)C1 6-(phenylthio)-1H-benzimidazole